N-hydroxy-7-((4-(trifluoromethyl)benzyl)oxy)chromane-2-carboxamide ONC(=O)C1OC2=CC(=CC=C2CC1)OCC1=CC=C(C=C1)C(F)(F)F